FC=1C=C(C=C(C1)F)NCC=1C=C(C=C2CC=C(OC12)N1CCOCC1)OCC 8-(((3,5-difluorophenyl)amino)methyl)-6-ethoxy-2-morpholino-4H-chromen